BrCC=CC(=O)NC1=C(C=C(C=C1F)C(=O)C1=CC=C2C(=CC=CN12)C1=C(C2=C(N(C(=N2)C)C)C=C1C(F)(F)F)Cl)F 4-bromo-N-(4-(8-(4-chloro-1,2-dimethyl-6-(trifluoromethyl)-1H-benzo[d]imidazol-5-yl)indolizine-3-carbonyl)-2,6-difluorophenyl)but-2-enamide